4-Chloro-2-(1-(3-(thiazol-2-yl)propanoyl)-1,2,5,6-tetrahydropyridin-3-yl)benzo[d]thiazole-6-carboxylic acid ClC1=CC(=CC2=C1N=C(S2)C=2CN(CCC2)C(CCC=2SC=CN2)=O)C(=O)O